C(C)C(C(=O)[O-])CCCC.C(C)C(C(=O)[O-])CCCC.[Ca+2] calcium di(2-ethylhexanoate)